2-(phenylmethylphosphinyl)benzene-1-carbaldehyde C1(=CC=CC=C1)CP(=O)C1=C(C=CC=C1)C=O